C(C)(=O)N1C=C(C2=CC=CC=C12)C(=O)NCC=1C=NC(=CC1)Cl 1-acetyl-N-((6-chloropyridin-3-yl)methyl)-1H-indole-3-carboxamide